tert-butyl 2-[4-[3-(2,6-dioxo-3-piperidyl)-1-methyl-indazol-6-yl]-3,3-difluoro-1-piperidyl]acetate O=C1NC(CCC1C1=NN(C2=CC(=CC=C12)C1C(CN(CC1)CC(=O)OC(C)(C)C)(F)F)C)=O